(3s,4s,5r)-1-(4-(2-hydroxy-4-(trifluoromethyl)phenyl)pyridazino[4,5-d]pyridazin-1-yl)-3,4,5-trimethylpiperidin-4-ol OC1=C(C=CC(=C1)C(F)(F)F)C1=NN=C(C2=CN=NC=C21)N2C[C@@H](C([C@@H](C2)C)(O)C)C